FC=1C(=C(C=C(C1)CC(C)C)N1CC(N(CC1)CC=1SC(=CN1)C)C)C=1N=NNN1 2-[[4-[3-fluoro-5-isobutyl-2-(2H-tetrazol-5-yl)phenyl]-2-methyl-piperazin-1-yl]methyl]-5-methyl-thiazole